NC1=C(C=C(C(=O)OC)C=C1F)F Methyl 4-amino-3,5-difluorobenzoate